chloro-3-iodo-1-(oxetan-3-yl)-1H-pyrazolo[3,4-B]pyridine-4-carboxylic acid ethyl ester C(C)OC(=O)C=1C2=C(N=CC1Cl)N(N=C2I)C2COC2